2-(2-Oxopyrrolidin-1-yl)ethyl (7-fluoro-6-(8-methyl-2,3-dihydro-1H-pyrido[2,3-b][1,4]oxazin-7-yl)isoquinolin-3-yl)carbamate FC1=C(C=C2C=C(N=CC2=C1)NC(OCCN1C(CCC1)=O)=O)C1=C(C2=C(OCCN2)N=C1)C